4-((4-(6-((2-(2,6-dioxopiperidin-3-yl)-1-oxoisoindolin-4-yl)amino)-6-oxohexanoyl)piperazin-1-yl)methyl)-N-(4-methyl-3-((4-(pyridin-3-yl)pyrimidin-2-yl)amino)phenyl)benzamide O=C1NC(CCC1N1C(C2=CC=CC(=C2C1)NC(CCCCC(=O)N1CCN(CC1)CC1=CC=C(C(=O)NC2=CC(=C(C=C2)C)NC2=NC=CC(=N2)C=2C=NC=CC2)C=C1)=O)=O)=O